C(#N)C=1C=NC2=CC=CC=C2C1N1CCC2(CCN(C2)S(=O)(=O)N)CC1 8-(3-cyanoquinolin-4-yl)-2,8-diazaspiro[4.5]decane-2-sulfonamide